C1(CC1)N1N=C(C=2N=C(N=CC21)C=2C(=NC=NC2OC)C2CC2)CC2=CC=C(C=C2)C=2N(C=C(N2)C(F)(F)F)C 1-cyclopropyl-5-(4-cyclopropyl-6-methoxy-pyrimidin-5-yl)-3-[[4-[1-methyl-4-(trifluoromethyl)imidazol-2-yl]phenyl]methyl]pyrazolo[4,3-d]pyrimidine